CC1=CC2=C(N=C(O2)CSC=2NC(C3=C(N2)N(N=C3)C3CCC(CC3)(F)F)=O)C=C1 6-(((6-Methylbenzo[d]oxazol-2-yl)methyl)thio)-1-(4,4-difluorocyclohexyl)-1,5-dihydro-4H-pyrazolo[3,4-d]pyrimidin-4-on